(R)-3-((S)-1-((2,5-bis(trifluoromethyl)pyrazolo[1,5-a]pyrimidin-7-yl)amino)-2-(4-fluorophenyl)-3-hydroxypropan-2-yl)pyrrolidine-1-carboxamide FC(C1=NN2C(N=C(C=C2NC[C@@](CO)(C2=CC=C(C=C2)F)[C@@H]2CN(CC2)C(=O)N)C(F)(F)F)=C1)(F)F